1-(3,4-difluorophenyl)-3-nitropropane-1-ol FC=1C=C(C=CC1F)C(CC[N+](=O)[O-])O